FC1(C(C1)\C=N\[S@](=O)C(C)(C)C)F (R)-N-((E)-(2,2-difluorocyclopropyl)methylene)-2-methylpropane-2-sulfinamide